C(CCC)[C@]1(CS(C2=C(N(C1)C1=CC=CC=C1)C=C(C(=C2)OCCC(=O)O)N(C)C)(=O)=O)C |r| racemic-3-((3-butyl-7-(dimethylamino)-3-methyl-1,1-dioxo-5-phenyl-2,3,4,5-tetrahydro-1,5-benzothiazepin-8-yl)oxy)propionic acid